NCC1([C@H]2CN(C[C@@H]12)C=1N(C(C2=C(N1)NN=C2C2=C(C1=CN(N=C1C=C2)C)Cl)=O)C)C=2SC=C(N2)C 6-((1R,5S,6r)-6-(aminomethyl)-6-(4-methylthiazol-2-yl)-3-azabicyclo[3.1.0]hexan-3-yl)-3-(4-chloro-2-methyl-2H-indazol-5-yl)-5-methyl-1,5-dihydro-4H-pyrazolo[3,4-d]pyrimidin-4-one